N-(5-((6-((R)-3-(3-chloro-2-fluorophenyl)isoxazolidine-2-yl)pyrimidine-4-yl)amino)-2-(4-(4-ethylpiperazine-1-yl)piperidine-1-yl)-4-methoxyphenyl)acrylamide ClC=1C(=C(C=CC1)[C@@H]1N(OCC1)C1=CC(=NC=N1)NC=1C(=CC(=C(C1)NC(C=C)=O)N1CCC(CC1)N1CCN(CC1)CC)OC)F